triacontyl-dimethylamine C(CCCCCCCCCCCCCCCCCCCCCCCCCCCCC)N(C)C